O[C@H]1[C@@H](CC1)NC1=NC=C(C=2N=CN(C(C21)=O)C)C2=CC=C(C=C2)C(F)(F)F 5-(((1r,2r)-2-hydroxycyclobutyl)amino)-3-methyl-8-(4-(trifluoromethyl)phenyl)pyrido[4,3-d]pyrimidin-4(3H)-one